FC1(C[C@@H]2[C@@H]([C@H](C[C@]1(N2)C)C(=C)C2=CC=C(N=N2)C=2C=C1C=CN=CC1=CC2O)OC)F 6-(6-(1-((1R,3R,4R,5R)-7,7-difluoro-4-methoxy-1-methyl-8-azabicyclo[3.2.1]octan-3-yl)vinyl)pyridazin-3-yl)isoquinolin-7-ol